C1(CC1)N1C(NC(=CC1=O)N1C(C2=CC=CC=C2CC1)=O)=O 3-cyclopropyl-6-(1-oxo-3,4-dihydro-isoquinolin-2(1H)-yl)pyrimidine-2,4(1H,3H)-dione